5-amino-1-(4-bromobenzyl)-3H-1λ4-benzo[d]isothiazol-3-one 1-oxide NC=1C=CC2=C(C(N=S2(CC2=CC=C(C=C2)Br)=O)=O)C1